BrC1=CC=C2C(=NC=NC2=C1)NC=1C=C2C=CNC2=CC1 7-bromo-N-(1H-indol-5-yl)quinazolin-4-amine